N[C@H](C(=O)O)CNC(=N)N (S)-2-amino-3-guanidinopropionic acid